[N+](=O)([O-])C1=C(C=CC=C1)OB(O)O (2-nitrophenyl)-boric acid